FC(CCS(=O)(=O)N1NC=CC=C1)(F)F N-(3,3,3-trifluoropropylsulfonyl)pyridazine